CC1(CC(C1)NC(OC(C)(C)C)=O)OC=1C=2N(C=C(N1)C=1C=NN(C1)C(F)(F)F)N=CC2C tert-butyl ((cis)-3-methyl-3-((3-methyl-6-(1-(trifluoromethyl)-1H-pyrazol-4-yl)pyrazolo[1,5-a]pyrazin-4-yl)oxy)cyclobutyl)carbamate